C(C)(C)(C)N1C(N(C2=C1C=C(C=C2)C2CCNCC2)C2C(NC(CC2)=O)=O)=O 3-[3-tert-butyl-2-oxo-5-(4-piperidyl)benzimidazol-1-yl]piperidine-2,6-dione